5-cyano-1-(2-methoxyethyl)-4-methyl-1H-1,3-benzodiazol C(#N)C1=C(C2=C(N(C=N2)CCOC)C=C1)C